BrC=1C=NN2C1N=C(N=C2NCC2=CC=C(C=C2)C2=NC=CC=C2)NCCCCNC(OC(C)(C)C)=O tert-butyl (4-((8-bromo-4-((4-(pyridin-2-yl)benzyl)amino)pyrazolo[1,5-a][1,3,5]triazin-2-yl)amino)butyl)carbamate